FC(C(=O)N([C@H]1C[C@H](N(CC1)C(=O)N1CC2(CCCC2)[C@@H](CC1)CN1C=NC(=CC1=O)C1=CC=CC=C1)C1=CC=CC=C1)C)(F)F 2,2,2-trifluoro-N-methyl-N-((2S,4R)-1-((R)-10-((6-oxo-4-phenylpyrimidin-1(6H)-yl)methyl)-7-azaspiro[4.5]decane-7-carbonyl)-2-phenylpiperidin-4-yl)acetamide